3-((3,5-difluoro-[1,1'-biphenyl]-4-yl)methyl)-1,2,4-thiadiazol-5-ol FC=1C=C(C=C(C1CC1=NSC(=N1)O)F)C1=CC=CC=C1